1-(4-cyano-2-methyl-3-phenylquinolin-6-yl)-3-(2-hydroxybutyl)urea C(#N)C1=C(C(=NC2=CC=C(C=C12)NC(=O)NCC(CC)O)C)C1=CC=CC=C1